2-((5-(2-(6-((tert-butyldimethylsilyl)oxy)-2-methylhex-3-yl)-2,6-diazaspiro[3.4]oct-6-yl)-1,2,4-triazin-6-yl)oxy)-N-ethyl-5-fluoro-N-isopropylbenzamide [Si](C)(C)(C(C)(C)C)OCCCC(C(C)C)N1CC2(C1)CN(CC2)C=2N=CN=NC2OC2=C(C(=O)N(C(C)C)CC)C=C(C=C2)F